Cl.O=C1NC(CC[C@@H]1NC(=O)C1=CC2=C(C=N1)CNC2)=O (S)-N-(2,6-dioxopiperidin-3-yl)-2,3-dihydro-1H-pyrrolo[3,4-c]pyridine-6-carboxamide hydrochloride